4-(2-bromo-5-fluoro-anilino)cyclohexanol BrC1=C(NC2CCC(CC2)O)C=C(C=C1)F